C[C@H]1[C@@H](C2=CC(=CC=C2C1)C)N trans-2,6-dimethyl-1-aminoindane